3-fluoro-2-(4-{[(3r,5r)-5-fluoro-1-methylpiperidin-3-yl]amino}pyrrolo[1,2-d][1,2,4]triazin-1-yl)-5-methylphenol FC=1C(=C(C=C(C1)C)O)C=1C=2N(C(=NN1)N[C@H]1CN(C[C@@H](C1)F)C)C=CC2